COC(=O)C=1SC=C(C1C(=O)OC)NC(=O)NC1=C(C=C(C(=C1)OCC1=C(C=CC=C1C(F)(F)F)OC)OC)F 4-(3-(2-fluoro-4-methoxy-5-((2-methoxy-6-(trifluoromethyl)benzyl)oxy)phenyl)ureido)thiophene-2,3-dicarboxylic acid dimethyl ester